(2-(methoxymethyl)-3-oxoquinuclidin-2-yl)methyl-(t-butylcarbonyl)-L-valine COCC1(N2CCC(C1=O)CC2)CN([C@@H](C(C)C)C(=O)O)C(=O)C(C)(C)C